C(C1=CC=CC=C1)OC1=NC(=C(C(=N1)CC1(CCC2=CC=CC=C12)C(=O)OC)[N+](=O)[O-])OCC1=CC=CC=C1 methyl 1-((2,6-bis(benzyloxy)-5-nitropyrimidin-4-yl) methyl)-2,3-dihydro-1H-indene-1-carboxylate